[Cl-].C(C)[N+]1=C(C=CC=C1)C=C1SC(C(N1CC)=O)=C1SC2=C(N1C)C=CC=C2 Ethyl-2-[[3-ethyl-5-(3-methyl-2(3H)-benzothiazolylidene)-4-oxo-2-thiazolidinylidene]methyl]-pyridinium chloride